BrC1=CC=C(C=C1)C1(C(C1)C)C#N 1-(4-bromophenyl)-2-methylcyclopropane-1-carbonitrile